[O-]S(=O)(=O)C(F)(F)F.C(C)(C)(C)C1=CC=C(C=C1)[SH2+] (4-t-butylphenyl)sulfonium triflate